C(C1=CC=CC=C1)=NN benzylideneHydrazine